1-(1,3-dioxo-2-(2,6-dioxopiperidin-3-yl)isoindolin-4-yl)piperidine O=C1N(C(C2=C(C=CC=C12)N1CCCCC1)=O)C1C(NC(CC1)=O)=O